OC(CN1N=CC(=C1)C1=C(C=2C(=NC=C3C2N(C(N3C)=O)C(C)C)N1)C1=CC=C(C=C1)COC1CCOCC1)(C)C 7-(1-(2-Hydroxy-2-methylpropyl)-1H-pyrazol-4-yl)-1-isopropyl-3-methyl-8-(4-(((tetrahydro-2H-pyran-4-yl)oxy)methyl)phenyl)-3,6-dihydroimidazo[4,5-d]pyrrolo[2,3-b]pyridin-2(1H)-on